(4-(3-(2,4-Difluoro-3-hydroxy-5-(trifluoromethyl)phenyl)-1-methyl-1H-pyrazolo[3,4-d]pyrimidin-6-yl)piperazin-1-yl)(pyridin-3-yl)methanone FC1=C(C=C(C(=C1O)F)C(F)(F)F)C1=NN(C2=NC(=NC=C21)N2CCN(CC2)C(=O)C=2C=NC=CC2)C